FC=1C(=C(C=CC1F)[C@H]1[C@H](OC(C1)(C)COC)C(=O)OCC)OC |r| ethyl rac-(2S,3S)-3-(3,4-difluoro-2-methoxyphenyl)-5-(methoxymethyl)-5-methyltetrahydrofuran-2-carboxylate